(E)-3-(4-((E)-2-(2,6-difluorophenyl)-1-(1H-indazol-5-yl)but-1-en-1-yl)phenyl)acrylic acid FC1=C(C(=CC=C1)F)/C(=C(/C=1C=C2C=NNC2=CC1)\C1=CC=C(C=C1)/C=C/C(=O)O)/CC